O1CCN(CC1)[C@H]1[C@H](COC1)C1CC12NCCC(C2)C(=O)N ((3R,4S)-4-morpholinotetrahydrofuran-3-yl)-4-azaspiro[2.5]octane-7-carboxamide